N-(3-chlorobenzyl)-6-(5-(trifluoromethyl)-1,2,4-oxadiazol-3-yl)imidazo[1,2-a]pyridine-2-carboxamide ClC=1C=C(CNC(=O)C=2N=C3N(C=C(C=C3)C3=NOC(=N3)C(F)(F)F)C2)C=CC1